ClC=1C(=NC2=CC(=C(N=C2C1N[C@H](C)C=1C=C(C#N)C=CC1F)C=1C=NC(=NC1)P(=O)(C)C)F)C 3-[(1R)-1-({3-chloro-6-[2-(dimethylphosphoryl)pyrimidin-5-yl]-7-fluoro-2-methyl-1,5-naphthyridin-4-yl}amino)ethyl]-4-fluorobenzonitrile